C(OCCCCCCCCCC)(OCN1C(CCC2=CC=C(C=C12)OCCCCN1CCN(CC1)C1=C(C(=CC=C1)Cl)Cl)=O)=O decyl (7-(4-(4-(2,3-dichlorophenyl)piperazin-1-yl)butoxy)-2-oxo-3,4-dihydroquinolin-1(2H)-yl)methyl carbonate